BrC=1C=C(C=C(C1)OC(F)(F)F)NC(=O)NC1=CC(=CC=C1)Cl 1-(3-bromo-5-trifluoromethoxyphenyl)-3-(3-chlorophenyl)urea